C(C)N(CC)CCCN(CCCOC(OC(CCCCC(=O)OCCCCCCC)CCCCCC)=O)CCCOC(C(CCCCCCCCC)CCCCCCCCC)=O heptyl 3-ethyl-14-hexyl-7-(3-((2-nonylundecanoyl)oxy)propyl)-12-oxo-11,13-dioxa-3,7-diazanonadecane-19-oate